(cis)-3-((5-cyano-1H-pyrrolo[2,3-b]pyridin-4-yl)amino)-4-cyclopropyl-N-isobutylpyrrolidine-1-carboxamide C(#N)C=1C(=C2C(=NC1)NC=C2)N[C@@H]2CN(C[C@@H]2C2CC2)C(=O)NCC(C)C